N-(3-methyl-4-[[1,2,4]triazolo[1,5-a]pyridin-7-yloxy]phenyl)-6-(2,3,6,7-tetrahydro-1H-azepin-4-yl)pyrido[3,2-d]pyrimidin-4-amine CC=1C=C(C=CC1OC1=CC=2N(C=C1)N=CN2)NC=2C1=C(N=CN2)C=CC(=N1)C=1CCNCCC1